(S)-4-methyl-3-(6-rel-((4bR,8aR)-4b,7,7-trimethyl-2-(methylsulfinyl)-4b,7,8,8a-tetrahydropyrano[3',4':4,5]pyrrolo[2,3-d]pyrimidin-9(5H)-yl)pyridin-2-yl)oxazolidin-2-one C[C@@H]1N(C(OC1)=O)C1=NC(=CC=C1)N1[C@H]2[C@@](C3=C1N=C(N=C3)[S@](=O)C)(COC(C2)(C)C)C |o1:22|